(octyl (8-(2-oxo-2-(((3s,6r)-6-(2-oxoacetoxy) hexahydrofuro[3,2-b]furan-3-yl) oxy) acetoxy) octyl)) oxalate C(C(=O)[O-])(=O)OCCCCCCCC(OC(C(O[C@@H]1C2C(OC1)[C@@H](CO2)OC(C=O)=O)=O)=O)CCCCCCCC